3-nitro-6-(1H-1,2,3-triazol-1-yl)pyridin-2-amine [N+](=O)([O-])C=1C(=NC(=CC1)N1N=NC=C1)N